N-(4-chloro-5-propionylpyridin-2-yl)-cyclopropanecarboxamide ClC1=CC(=NC=C1C(CC)=O)NC(=O)C1CC1